C(C)(=O)OCCC(C)(C)OC 3-methoxy-3-methylbutyl acetate